6-[4-(5-Chloro-6-fluoro-1-methylindol-3-yl)piperidine-1-carbonyl]-4H-1,4-benzoxazin-3-one ClC=1C=C2C(=CN(C2=CC1F)C)C1CCN(CC1)C(=O)C=1C=CC2=C(NC(CO2)=O)C1